[Si]([O-])([O-])([O-])[O-].C(CCCCCCCCCCC)[Sn+4](CCCC)CCCCCCCCCCCC dilauryl-butyltin silicate